CN(C(C(Cl)Cl)=O)C(C)C N-methyl-N-isopropyl-2,2-dichloroacetamide